C(C1=CC(O)=C(O)C(O)=C1)(=O)C(=O)[C@H](O)[C@@H](O)[C@H](O)[C@H](O)CO Monogalloyl-Glucose